ClCC1=NC2=CC(=CC(=C2C(N1)=O)F)O 2-(chloromethyl)-5-fluoro-7-hydroxyquinazolin-4(3H)-one